5-ethyl-2-(propan-2-yl)thiophen-3-amine hydrochloride Cl.C(C)C1=CC(=C(S1)C(C)C)N